14-bromo-3-tetradecenyl methoxymethyl ether COCOCCC=CCCCCCCCCCCBr